C(C)N(CCN(C(OC(C)(C)C)=O)CCCCCCCC\C=C/CCCCCCCC)CC tert-butyl (Z)-(2-(diethylamino)ethyl)(octadec-9-en-1-yl)carbamate